1-(2-(trifluoromethoxy)ethyl)-1H-1,2,3-triazole-5-carboxylic acid FC(OCCN1N=NC=C1C(=O)O)(F)F